OCC1(CCC1)C1=CC=C2C=C(C(NC2=C1)=O)C(=O)N 7-(1-(hydroxymethyl)cyclobutyl)-2-oxo-1,2-dihydroquinoline-3-carboxamide